C(C)(C)(C)C1=C(C=CC(=C1)C(C)(C)C)[N+](=O)[O-] 2,4-di-tert-butyl-nitrobenzene